S1C=NC2=C1C=CC(=C2)NC2=CC=NC1=CC=C(C=C21)C2=C(C=C(C=C2)C(=O)N2CC(NC(C2)C)C)F (4-(4-(benzo[d]thiazol-5-ylamino)quinolin-6-yl)-3-fluorophenyl)(3,5-dimethylpiperazin-1-yl)methanone